N1CCC=2C1=CN=CC2 2,3-dihydro-1H-pyrrolo[2,3-c]pyridine